1-(2-methyl-4-(trifluoromethyl)phenyl)-3-(2-methyl-6-oxo-1,6-dihydropyridin-3-yl)-6-(trifluoromethyl)-2,3-dihydropyrido[2,3-d]pyrimidin-4(1H)-one CC1=C(C=CC(=C1)C(F)(F)F)N1CN(C(C2=C1N=CC(=C2)C(F)(F)F)=O)C2=C(NC(C=C2)=O)C